ClC1=CC2=C(OC3=C(O2)C=C(C(=C3)Cl)Cl)C=C1Cl 2,3,7,8-tetrachlorodibenzo-p-dioxan